OC=1C=C2CC[C@@H]([C@@H](C2=CC1)C1=CC=C(OCCCN2CCC(CC2)C=2C=C(OC3=CC(N(C3)N3C(CCCC3=O)=O)=O)C=CC2)C=C1)C1=CC=CC=C1 (4-(3-(1-(3-(4-((1R,2S)-6-hydroxy-2-phenyl-1,2,3,4-tetrahydronaphthalen-1-yl)phenoxy)propyl)piperidin-4-yl)phenoxy)-2-oxo-2,5-dihydro-1H-pyrrol-1-yl)piperidine-2,6-dione